FC(C1=C(CN2C(NCC=3C2=CNN3)=O)C=CC=C1)(F)F 4-(2-trifluoromethyl-benzyl)-2,4,6,7-tetrahydro-pyrazolo[4,3-d]Pyrimidin-5-one